2-{4,6-diphenyl-1,3,5-triazin-2-yl}-5-(hexyloxy)phenol C1(=CC=CC=C1)C1=NC(=NC(=N1)C1=CC=CC=C1)C1=C(C=C(C=C1)OCCCCCC)O